C(C)OC(=C(C(=O)OCC(CO)(CO)CO)C)OCC pentaerythritol diethoxymethacrylate